O[C@]1(COCC2=C1NC(C1=C2C=C(S1)C=1C=NNC1)=O)C(F)(F)F (R)-4-hydroxy-8-(1H-pyrazol-4-yl)-4-(trifluoromethyl)-1,3,4,5-tetrahydro-6H-pyrano[4,3-b]Thieno[3,2-d]Pyridin-6-one